ClC1=CC(=C(C=N1)NC(=O)C1(CN(C1)C(CN1N=NC(=C1)C)=O)C1=C(C=CC=C1)C(C)C)OC N-(6-chloro-4-methoxypyridin-3-yl)-3-(2-isopropylphenyl)-1-(2-(4-methyl-1H-1,2,3-triazol-1-yl)acetyl)azetidine-3-carboxamide